3-(2-chlorophenyl)-5-(4,5-dichloro-2-ethoxyphenyl)-1-methyl-1H-1,2,4-triazole ClC1=C(C=CC=C1)C1=NN(C(=N1)C1=C(C=C(C(=C1)Cl)Cl)OCC)C